[Au].[Pd].[Au] gold-palladium-gold